F[P-](F)(F)(F)(F)F.C(CCC)[N+]1=C(C(C2=CC=CC=C12)(C)C)C=CC=CC=C1N(C2=CC=CC=C2C1(C)C)CCCC 1-butyl-2-[5-(1-butyl-1,3-dihydro-3,3-dimethyl-2H-indol-2-ylidene)-penta-1,3-dienyl]-3,3-dimethyl-3H-indolium hexafluorophosphate